[Cl-].C(C(=C)C)(=O)NCCC[N+](C)(C)C 3-(methacryloylamino)propyl-trimethyl-ammonium chloride